FC=1C=C(C=CC1F)C1=CC=C2CCC(C2=C1)NC(O[C@@H]1CN2CCC1CC2)=O (S)-quinuclidin-3-yl (6-(3,4-difluorophenyl)-2,3-dihydro-1H-inden-1-yl)carbamat